COC1=CC=2N(C=C1)C(=CN2)C2=CC(=NC=N2)NCC2=CC=C(C=C2)C=2N=CN(C2)C [6-(7-methoxy-imidazo[1,2-a]pyridin-3-yl)-pyrimidin-4-yl]-[4-(1-methyl-1H-imidazol-4-yl)-benzyl]-amine